(2S,4S)-4-isopropyl-1-methyl-2-[(2-methylbenzyl)oxy]-7-oxabicyclo[2.2.1]heptane C(C)(C)[C@@]12C[C@@H](C(CC1)(O2)C)OCC2=C(C=CC=C2)C